CN1C=NC2=C(C1=O)N=CC(=C2)C2=CC=CC=1N2N=CC1C(=O)N1CCCCC1 3-methyl-7-(3-(piperidine-1-carbonyl)pyrazolo[1,5-a]pyridin-7-yl)pyrido[3,2-d]pyrimidin-4(3H)-one